C(C)(C)(C)OC(=O)N1C[C@]2(CC3=C(C=C2CC1)N(N=C3)C3=CC=C(C=C3)F)C(=O)C=3C=NN(C3)C (R)-tert-butyl-1-(4-fluorophenyl)-4a-(1-methyl-1H-pyrazole-4-carbonyl)-4a,5,7,8-tetrahydro-1H-pyrazolo[3,4-g]isoquinoline-6(4H)-carboxylate